N1C(C=C(C=C1)C(=O)N)(C)C(=O)N 2-picoline-2,4-dicarboxamide